(S)-6-(1-amino-1,3-dihydrospiro[indene-2,4'-piperidin]-1'-yl)-3-(2-cyclopropyl-4-(trifluoromethyl)-7,8-dihydroquinolin-5-yl)-1,5-dihydro-4H-pyrazolo[3,4-d]pyrimidin-4-one N[C@@H]1C2=CC=CC=C2CC12CCN(CC2)C=2NC(C1=C(N2)NN=C1C=1C=2C(=CC(=NC2CCC1)C1CC1)C(F)(F)F)=O